Tert-butyl 8-[3-[1-[(4-methoxyphenyl)methyl]-2,6-dioxo-3-piperidyl]-2-oxo-6-(4-piperidyl) benzimidazol-1-yl]octanoate COC1=CC=C(C=C1)CN1C(C(CCC1=O)N1C(N(C2=C1C=CC(=C2)C2CCNCC2)CCCCCCCC(=O)OC(C)(C)C)=O)=O